C(C1=CC=CC=C1)OC(=O)N1CCC(CC1)F (E)-4-fluoro-piperidine-1-carboxylic acid benzyl ester